2-(3,5-difluoro-4-(6-((6-morpholinopyrimidin-4-yl)amino)-1H-pyrazolo[4,3-c]pyridin-1-yl)phenyl)propan-2-ol FC=1C=C(C=C(C1N1N=CC=2C=NC(=CC21)NC2=NC=NC(=C2)N2CCOCC2)F)C(C)(C)O